C1(CC1)C[C@H]1C2=C(C(N(C1)C)=O)C(=C(N2)C2=CC(=NC=C2)NC(CC2=CC=C(C=C2)F)=O)NC=2N=CSC2 N-{4-[(7R)-7-(cyclopropylmethyl)-5-methyl-4-oxo-3-(1,3-thiazol-4-ylamino)-4,5,6,7-tetrahydro-1H-pyrrolo[3,2-c]pyridin-2-yl]pyridin-2-yl}-2-(4-fluorophenyl)acetamide